(2Z,2'E)-2,2'-(1-(2-methoxyethoxy)butane-2,3-diylidene)bis(N-methylhydrazine-1-carbothioamide) COCCOC\C(\C(\C)=N\NC(NC)=S)=N/NC(NC)=S